2-((3,3-difluoropropyl)amino)ethoxyl-6-fluoro-2-methylphenyl-6-fluoro-3-methyl-1,3,4,9-tetrahydro-2H-pyrido[3,4-b]indol-2-yl-2-methylpropanoic acid FC(CCNCCOC(C(C(=O)O)(C)N1CC=2NC3=CC=C(C=C3C2CC1C)F)C1=C(C=CC=C1F)C)F